3-pyrrolidinyl-1,2-propanediol N1(CCCC1)CC(CO)O